(2RS)-2-amino-4-methoxybutan-1-ol N[C@@H](CO)CCOC |r|